1-(6-(difluoromethyl)pyridin-3-yl)but-2-yn-1-one FC(C1=CC=C(C=N1)C(C#CC)=O)F